hexachlorobenzocoronene ClC1=C(C2=C(C(=C3C(=C(C4=C5C(=C6C=CC7=CC=C1C=1C2=C3C4=C6C17)C=CC=C5)Cl)Cl)Cl)Cl)Cl